NC=1C=C(C=C(C1)C(F)(F)F)[C@@H](C)NC1=NC(=NC2=CC(=C(C=C12)NC)C(=O)N1CCN(CC1)C)C (R)-(4-((1-(3-amino-5-(trifluoromethyl)phenyl)ethyl)amino)-2-methyl-6-(methylamino)quinazolin-7-yl)(4-methyl-piperazin-1-yl)methanone